BrC=1C=CC2=C(C(=C(O2)C(C)O)COC2=C(C=CC=C2)CC(=O)OCC)C1 ethyl 2-(2-((5-bromo-2-(1-hydroxy ethyl)benzofuran-3-yl)methoxy)phenyl)acetate